1-(7-methylthieno[3,2-d]pyrimidin-4-yl)-N-(3-(pyridin-2-yl)propyl)piperidin-4-amine CC1=CSC2=C1N=CN=C2N2CCC(CC2)NCCCC2=NC=CC=C2